NC1=NNC2=CC=C(C(=C12)C1=C(C=C2C(=NC(=NC2=C1F)OCCN1CCCC1)N1C[C@H](N(C[C@@H]1C)C(C=C)=O)C)Cl)C 1-((2R,5S)-4-((S)-7-(3-amino-5-methyl-1H-indazol-4-yl)-6-chloro-8-fluoro-2-(2-(pyrrolidin-1-yl)ethoxy)quinazolin-4-yl)-2,5-dimethylpiperazin-1-yl)prop-2-en-1-one